1-azacyclooctane-2-carboxylic acid methyl ester COC(=O)C1NCCCCCC1